3-(4-tert-butylbenzylidene)isobenzofuran-1(3H)-one C(C)(C)(C)C1=CC=C(C=C2OC(C3=CC=CC=C23)=O)C=C1